C(C)(C)C1=C(C=CC=C1)C1=NC(=C2NC(N(C2=N1)CC1=CC=C(C=C1)C=1N(C=C(N1)C(F)(F)F)C)=O)OC (2-isopropylphenyl)-6-methoxy-9-(4-(1-methyl-4-(trifluoromethyl)-1H-imidazol-2-yl)benzyl)-7,9-dihydro-8H-purin-8-one